C(CCCC#C)C=1C(=C(C2=C(OC([C@@H]3CCC(=C[C@@H]23)C)(C)C)C1)O)C(=O)O (6aR,10aR)-3-(hex-5-yn-1-yl)-1-hydroxy-6,6,9-trimethyl-6H,6aH,7H,8H,10aH-benzo[c]isochromene-2-carboxylic acid